(1-(3-aminophenyl)piperidin-4-yl)methanol NC=1C=C(C=CC1)N1CCC(CC1)CO